S-(4-isopropyl-1-methylcyclohex-3-en-1-yl)cysteine C(C)(C)C1=CCC(CC1)(C)SC[C@H](N)C(=O)O